(Z)-N-(cyclooct-4-en-1-ylmethyl)-4-bromoaniline C1(CC\C=C/CCC1)CNC1=CC=C(C=C1)Br